2,6-dibromo-1,5-naphthyridine BrC1=NC2=CC=C(N=C2C=C1)Br